(2R)-2-[[(2R)-2-(tert-butoxycarbonylamino)-3-phenyl-propionyl]amino]-6,6,6-trifluoro-hexanoic acid C(C)(C)(C)OC(=O)N[C@@H](C(=O)N[C@@H](C(=O)O)CCCC(F)(F)F)CC1=CC=CC=C1